2,5-diethoxy-4-methoxyamphetamine C(C)OC1=C(CC(N)C)C=C(C(=C1)OC)OCC